indole-3-propanoic acid N1C=C(C2=CC=CC=C12)CCC(=O)O